ClC=1C=C2C=C(NC2=CC1C1=NC(=C(C=C1)OC)F)CNC(N(C1(CC1)C)C)=O 3-{[5-chloro-6-(6-fluoro-5-methoxy-2-pyridyl)-2-indolyl]methyl}-1-methyl-1-(1-methylcyclopropyl)urea